C1(CC1)C#CC1=CC=C(C(N1)=O)C(=O)N[C@H]1CS(C=C1)(=O)=O (R)-6-(cyclopropylethynyl)-N-(1,1-dioxo-2,3-dihydrothiophen-3-yl)-2-oxo-1,2-dihydropyridine-3-carboxamide